4-(3-(5-(difluoromethyl)-1,3,4-thiadiazol-2-yl)-6-(N-(1-ethylcyclopropyl)sulfamoyl)imidazo[1,5-a]pyridin-8-yl)-N-methylmorpholine-2-carboxamide FC(C1=NN=C(S1)C1=NC=C2N1C=C(C=C2N2CC(OCC2)C(=O)NC)S(NC2(CC2)CC)(=O)=O)F